vinyldioxaborolan C(=C)B1OOCC1